ClC=1C(=NOC1C(C(=O)N1[C@@H](C[C@H](C1)O)C(=O)N[C@@H](C)C1=CC=C(C=C1)C1=C(N=CS1)C)C(C)C)O (2S,4R)-1-[2-(4-chloro-3-hydroxy-1,2-oxazol-5-yl)-3-methylbutyryl]-4-hydroxy-N-[(1S)-1-[4-(4-methyl-1,3-thiazol-5-yl)phenyl]ethyl]pyrrolidine-2-carboxamide